((2-methylbutan-3-yn-2-yl)oxy)propan-2-ol CC(C)(C#C)OCC(C)O